F[C@@H]1C[C@H](N(C1)C(CC=1N(C2=CC=CC=C2C1)C)=O)C(=O)N[C@@H](C1=CC=CC=C1)C1=CC(=C(C=C1)C1(CC1)C)F (2S,4R)-4-fluoro-N-[(S)-[3-fluoro-4-(1-methylcyclopropyl)phenyl](phenyl)methyl]-1-[2-(1-methyl-1H-indol-2-yl)acetyl]pyrrolidine-2-carboxamide